ethyl 1-[4-(difluoromethoxy)-3-(3-pyridyl)phenyl]-5-ethyl-3-methyl-pyrazole-4-carboxylate FC(OC1=C(C=C(C=C1)N1N=C(C(=C1CC)C(=O)OCC)C)C=1C=NC=CC1)F